CC=1C=C(C=NC1)[C@H]1N(OCC1)C(=O)[C@@H]1CC[C@H](CC1)CC=1C=C(C=2N(C1)N=CN2)C trans-[(3S)-3-(5-methylpyridin-3-yl)-1,2-oxazolidin-2-yl]-[4-[(8-methyl-[1,2,4]triazolo[1,5-a]pyridin-6-yl)methyl]cyclohexyl]methanone